Bis(2-methyl-1-naphthyl)-4-ethoxyphenylphosphin oxid CC1=C(C2=CC=CC=C2C=C1)P(C1=CC=C(C=C1)OCC)(C1=C(C=CC2=CC=CC=C12)C)=O